Titanium tetratbutoxide CC(C)(C)[O-].CC(C)(C)[O-].CC(C)(C)[O-].CC(C)(C)[O-].[Ti+4]